(S)-5-chloro-2-(2-(difluoromethyl)morpholinyl)-6-methyl-N-(2-sulfamoylpyridin-4-yl)-nicotinamide ClC=1C(=NC(=C(C(=O)NC2=CC(=NC=C2)S(N)(=O)=O)C1)N1C[C@H](OCC1)C(F)F)C